C(C)OC(=O)C1=CC=C2C(C=C(NC2=C1)C1=CC=CC=C1)=O ethyl-4-oxo-2-phenyl-1,4-dihydroquinoline-7-carboxylate